1-[4-(4-Hydroxypiperidin-1-yl)phenyl]-3-(4-phenylmethoxyphenyl)prop-2-en-1-one OC1CCN(CC1)C1=CC=C(C=C1)C(C=CC1=CC=C(C=C1)OCC1=CC=CC=C1)=O